tert-butyl 4-[7-benzyl-2-(3-morpholinopropoxy)-6,8-dihydro-5H-pyrido[3,4-d]pyrimidin-4-yl]piperazine-1-carboxylate C(C1=CC=CC=C1)N1CC=2N=C(N=C(C2CC1)N1CCN(CC1)C(=O)OC(C)(C)C)OCCCN1CCOCC1